CN1N=C(C=C1C)NC1=NC=C(C(=N1)C1=CNC2=C(C=CC=C12)NC(CN1C[C@H](CC1)OC1=NC=CC(=N1)C(=O)NC)=O)C (S)-2-((1-(2-((3-(2-((1,5-dimethyl-1H-pyrazol-3-yl)amino)-5-methylpyrimidin-4-yl)-1H-indol-7-yl)amino)-2-oxoethyl)pyrrolidin-3-yl)oxy)-N-methylpyrimidine-4-carboxamide